1-(4-cyano-2-methoxyphenyl)-3-(isoquinolin-4-yl)-2-oxoimidazoline-4-carbonitrile C(#N)C1=CC(=C(C=C1)N1C(N(C(C1)C#N)C1=CN=CC2=CC=CC=C12)=O)OC